N[C@H](C(=O)NC1=CC=C(C=C1)C1(CCOCC1)O)C1CCC(CC1)C (S)-2-amino-N-(4-(4-hydroxytetrahydro-2H-pyran-4-yl)phenyl)-2-((1r,4S)-4-methylcyclohexyl)acetamide